3-(4-(2-Chloropyrimidin-4-yl)-1H-pyrazol-1-yl)pyrrolidine-1-carboxylic acid tert-butyl ester C(C)(C)(C)OC(=O)N1CC(CC1)N1N=CC(=C1)C1=NC(=NC=C1)Cl